NC1=C2C(=NC3=C1C(=C(N3CC(=O)NC(C(=O)N(C)C3=CC1=C(OCO1)C=C3)CC3=CC=CC=C3)C)C)CCCCC2 2-(2-(4-amino-2,3-dimethyl-6,7,8,9-tetrahydrocyclohepta[b]pyrrolo[3,2-e]pyridin-1(5H)-yl)acetamido)-N-(benzo[d][1,3]dioxol-5-yl)-N-methyl-3-phenylpropioamide